methyl (R)-2-[{7-(2-chloro-4-(trifluoromethyl)phenoxy)naphthalen-2-yl}oxy]propanoate ClC1=C(OC2=CC=C3C=CC(=CC3=C2)O[C@@H](C(=O)OC)C)C=CC(=C1)C(F)(F)F